7,9-Difluoro-1,4,4-trimethyl-8-(1-methyl-1H-indazol-4-yl)-5H-[1,2,4]triazolo[4,3-a]quinoxaline FC=1C=C2NC(C=3N(C2=C(C1C1=C2C=NN(C2=CC=C1)C)F)C(=NN3)C)(C)C